N-(2-(8-oxa-3-azabicyclo[3.2.1]octan-3-yl)-5-(4-(2,6-dichloro-3,5-dimethoxyphenyl)imidazo[1,2-a][1,6]naphthyridin-8-yl)-4-methoxyphenyl)acrylamide C12CN(CC(CC1)O2)C2=C(C=C(C(=C2)OC)C2=NC=C1C=C(C=3N(C1=C2)C=CN3)C3=C(C(=CC(=C3Cl)OC)OC)Cl)NC(C=C)=O